4-chloro-2-(methylthio)pyrimidine-5-carboxylic acid ethyl ester C(C)OC(=O)C=1C(=NC(=NC1)SC)Cl